(S)-(5-(1-(difluoromethyl)-1H-pyrazol-4-yl)-1,3,4-oxadiazol-2-yl)(4-(pyrazolo[1,5-a]pyridin-2-yl)-6,7-dihydro-1H-imidazo[4,5-c]pyridin-5(4H)-yl)methanone FC(N1N=CC(=C1)C1=NN=C(O1)C(=O)N1[C@@H](C2=C(CC1)NC=N2)C2=NN1C(C=CC=C1)=C2)F